Difluoroethylene FC=CF